FC(OC1=CC=C(C=C1)C1=CC=C(C=2N=CC=NC12)O)(F)F 8-(4-(trifluoromethoxy)phenyl)quinoxalin-5-ol